2-fluoro-tetrahydropyran FC1OCCCC1